3-(5-(2-(3-(((S)-2-(2-hydroxyphenyl)-5,6,6a,7,9,10-hexahydro-8H-pyrazino[1',2':4,5]pyrazino[2,3-c]pyridazin-8-yl)methyl)piperidin-1-yl)ethoxy)-1-oxoisoindolin-2-yl)piperidine-2,6-dione OC1=C(C=CC=C1)C=1C=C2C(=NN1)NC[C@@H]1N2CCN(C1)CC1CN(CCC1)CCOC=1C=C2CN(C(C2=CC1)=O)C1C(NC(CC1)=O)=O